4-Bromo-2'-hydroxy-4',6'-bis[(2-methoxyethoxy)methoxy]chalcone BrC1=CC=C(C=C1)\C=C\C(=O)C1=C(C=C(C=C1OCOCCOC)OCOCCOC)O